hydroxy-4-methoxybenzimidoyl chloride OC1=C(C(=N)Cl)C=CC(=C1)OC